perfluorobutanesulfonic acid anion FC(C(C(C(F)(F)F)(F)F)(F)F)(S(=O)(=O)[O-])F